C(C)C1=CN=C(S1)C=1C=C(C(=O)N[C@H](C)C=2N=NC(=CC2)C)C=C(C1)OC[C@H]1OCCC1 3-(5-Ethyl-1,3-thiazol-2-yl)-N-[(1R)-1-(6-methylpyridazin-3-yl)ethyl]-5-[(2S)-tetrahydrofuran-2-ylmethoxy]benzamide